C(=O)O.COC1=NC(=CC=2C1=NN(C2)C)NC(=O)N2CCC=1C2=NC=CC1N1C[C@H](NCC1)C (R)-N-(7-methoxy-2-methyl-2H-pyrazolo[3,4-c]pyridin-5-yl)-4-(3-methylpiperazin-1-yl)-2,3-dihydro-1H-pyrrolo[2,3-b]pyridine-1-carboxamide formate